4-bromo-2-fluoro-N-methyl-6-nitroaniline BrC1=CC(=C(NC)C(=C1)[N+](=O)[O-])F